C(CCCCCCC\C=C/CCCCCCCC)N Oleylamin